azabicyclo[3.1.0]hexane-6-carboxylic acid hydrochloride Cl.N12CCCC2C1C(=O)O